ClC1=C2C(=NC=C1)NC(=C2)C2=CC(=NC(=C2)F)CN2CCN(CC2)C(=O)OC(C)(C)C tert-butyl 4-((4-(4-chloro-1H-pyrrolo[2,3-b]pyridin-2-yl)-6-fluoropyridin-2-yl)methyl)piperazine-1-carboxylate